C(C1=CC=CC=C1)OC1=NN2C(C=CC=C2)=C1C(=O)NC=1C=C2C=CN(C2=CC1)C1=CC=CC=C1 2-(Benzyloxy)-N-(1-phenyl-1H-indol-5-yl)pyrazolo[1,5-a]pyridine-3-carboxamide